3-[1-methyl-6-[(2S,4S)-2-methyl-4-piperidyl]indazol-3-yl]piperidine-2,6-dione CN1N=C(C2=CC=C(C=C12)[C@@H]1C[C@@H](NCC1)C)C1C(NC(CC1)=O)=O